(3R)-3-amino-1-methyl-pyrrolidin-2-one 4-methylbenzenesulfonate CC1=CC=C(C=C1)S(=O)(=O)O.N[C@H]1C(N(CC1)C)=O